FC(C)(F)C1=NNC(=C1C)C(=O)[O-] 3-(1,1-difluoroethyl)-4-methyl-1H-pyrazole-5-carboxylate